N,N-dimethyl-N-ethyl-N-benzyl-ammonium C[N+](CC1=CC=CC=C1)(CC)C